FC1=C(C=N[S@](=O)C(C)(C)C)C=C(C=C1)O[C@@H]1COCC1 (R)-N-(2-fluoro-5-(((S)-tetrahydrofuran-3-yl)oxy)benzylidene)-2-methylpropane-2-sulfinamide